trans-8-((2-oxa-7-azaspiro[3.5]nonan-7-yl)methyl)-5-(4-hydroxycyclohexyl)-3-(((S)-pentan-2-yl)amino)pyrimido[4,5-c]isoquinolin-6(5H)-one C1OCC12CCN(CC2)CC=2C=CC=1C3=C(N(C(C1C2)=O)[C@@H]2CC[C@H](CC2)O)N=C(N=C3)N[C@@H](C)CCC